5-[5-[[1-[(E)-2-(aminomethyl)-3-fluoro-allyl]-5-oxo-1,2,4-triazol-4-yl]methyl]-2-thienyl]-7-fluoro-indolin-2-one hydrochloride Cl.NC/C(/CN1N=CN(C1=O)CC1=CC=C(S1)C=1C=C2CC(NC2=C(C1)F)=O)=C\F